CC1CC(OC(CC(O1)=O)C)=O 4,8-dimethyl-1,5-dioxocane-2,6-dione